N-(2-acetyl-5-chlorophenyl)-5-cyano-2-(methylthio)benzamide C(C)(=O)C1=C(C=C(C=C1)Cl)NC(C1=C(C=CC(=C1)C#N)SC)=O